N1(CCNCC1)CC1CN(C1)C1=CC(=NC=N1)N1N=CC2=CC=C(C=C12)C1(CC2(CC2)C1)C#N 5-(1-(6-(3-(piperazin-1-ylmethyl)azetidin-1-yl)pyrimidin-4-yl)-1H-indazol-6-yl)spiro[2.3]hexane-5-carbonitrile